N1N=CC2=CC(=CC=C12)NC1=NC(=NC=C1)C1=CC=C2CC(NC2=C1)C(=O)NC(C)C 6-(4-((1H-indazol-5-yl)amino)pyrimidin-2-yl)-N-isopropyl-indoline-2-carboxamide